ClC1=CC=C(CN2CCC(CC2)NC[C@@H](COC2=C(C=CC(=C2)Cl)CC(=O)N)O)C=C1 2-({2S}-3-[(1-[4-chlorobenzyl]-4-piperidinyl)amino]-2-hydroxypropoxy)-4-chlorophenyl-acetamide